C(CCCCCCCCCCC)(=O)OC(CNC)=O.[Na] Sodium sarcosyl laurate